FC(S(=O)(=O)OC1=CC2(CC2)CCN1C(=O)OC(C)(C)C)(F)F tert-butyl 5-(trifluoromethanesulfonyloxy)-6-azaspiro[2.5]oct-4-ene-6-carboxylate